C(C=C)(=O)OCC[NH3+] acryloyloxyethylammonium